diethoxydibutoxytitanium C(C)O[Ti](OCCCC)(OCCCC)OCC